C(#C)[C@@H]1CC12CCN(CC2)C(=O)C2=CC(=C(N)C=C2)OC 4-[(1R)-1-ethynyl-6-azaspiro[2.5]octane-6-carbonyl]-2-methoxyaniline